2,4-difluoro-3-(2-(methylthio)-[1,2,4]triazolo[4',3':1,6]pyrido[2,3-d]pyrimidin-6-yl)aniline FC1=C(N)C=CC(=C1C1=CC2=C(N=C(N=C2)SC)N2C1=NN=C2)F